3,3-Dimethyl-1-(((2-(trimethylsilyl)ethoxy)methyl)imino)-2-oxadispiro[4.1.57.15]tridecan-10-amine CC1(OC(C2(C1)CC1(CCC(CC1)N)C2)=NCOCC[Si](C)(C)C)C